BrC=1C(=NC=C(C1)[N+](=O)[O-])OCC[C@@H]1C[C@@H](N(CC1)C(=O)OC(C)(C)C)C tert-butyl (2S,4S)-4-(2-((3-bromo-5-nitropyridin-2-yl) oxy) ethyl)-2-methylpiperidine-1-carboxylate